C(C1=CC=CC=C1)OC1=C(C=CC(=C1)C)Br 2-benzyloxy-1-bromo-4-methyl-benzene